OC1=C(C=CC(=C1)OCCCCCCCC)C1=NC=NC=N1 6-(2-hydroxy-4-octyloxyphenyl)-1,3,5-triazine